C1=CC=CC=2C3=CC=CC=C3C(C12)COC(=O)N([C@H](C(=O)OC(C)(C)C)CC(C(F)(F)F)C(F)(F)F)C tert-butyl (2S)-2-[[(9H-fluoren-9-ylmethoxy)carbonyl](methyl)amino]-5,5,5-trifluoro-4-(trifluoromethyl)pentanoate